BrC1=CC=C(C[C@@H]2N(C[C@@H](N(C[C@@H](N(C[C@@H](N(C2)CC(=O)O)CC2=CC=C(C=C2)Br)CC(=O)O)CC2=CC=C(C=C2)Br)CC(=O)O)CC2=CC=C(C=C2)Br)CC(=O)O)C=C1 2,2',2'',2'''-((2S,5S,8S,11S)-2,5,8,11-tetrakis(4-bromobenzyl)-1,4,7,10-tetraazacyclododecane-1,4,7,10-tetrayl)tetraacetic acid